C(C)OC=1N=NC=CC1C1=CC(=C2C(=N1)C(=NN2C(C)C)C)NCC2=NN(C=C2)C 5-(3-ethoxypyridazin-4-yl)-1-isopropyl-3-methyl-N-[(1-methylpyrazol-3-yl)methyl]pyrazolo[4,3-b]pyridin-7-amine